Z-pyrrolizin C1C=CN2C=CC=C12